tert-butyl (2-(4-formyl-3-methylphenoxy)ethyl)(methyl)carbamate C(=O)C1=C(C=C(OCCN(C(OC(C)(C)C)=O)C)C=C1)C